(S)-4-(3-oxomorpholin-4-yl)-3-(4-methylphenyl)-N-((R)-1-(6-(trifluoromethyl)pyridazin-3-yl)ethyl)-4,5-dihydro-1H-pyrazol-1-carboxamide O=C1N(CCOC1)[C@@H]1C(=NN(C1)C(=O)N[C@H](C)C=1N=NC(=CC1)C(F)(F)F)C1=CC=C(C=C1)C